3-(1-Oxo-5-(1-phenyl-1H-imidazol-4-yl)isoindolin-2-yl)piperidine-2,6-dione O=C1N(CC2=CC(=CC=C12)C=1N=CN(C1)C1=CC=CC=C1)C1C(NC(CC1)=O)=O